tert-butyl (1-(4-(trifluoromethyl)phenyl)-1,2,3,4-tetrahydro-1,6-naphthyridin-3-yl)carbamate FC(C1=CC=C(C=C1)N1CC(CC2=CN=CC=C12)NC(OC(C)(C)C)=O)(F)F